(2,6-Dichloropyridin-4-yl)methyl (2S,4R)-4-(benzyloxy)pyrrolidine-2-carboxylate hydrochloride Cl.C(C1=CC=CC=C1)O[C@@H]1C[C@H](NC1)C(=O)OCC1=CC(=NC(=C1)Cl)Cl